[(7S)-9-(2,6-difluorophenyl)-4,7-dimethyl-16-thia-2,3,5,8-tetrazatetracyclo[8.6.0.02,6.011,15]hexadeca-1(10),3,5,8,11(15)-pentaen-13-yl]methanol FC1=C(C(=CC=C1)F)C1=N[C@H](C2=NC(=NN2C=2SC=3CC(CC3C12)CO)C)C